C1=C(C=CC2=CC3=CC=CC=C3C=C12)C=1NC(=C(N1)C1=CC=CC=C1)C1=CC=CC=C1 2-anthryl-4,5-diphenyl-imidazole